FC1=CC=C(C=C1)C(C)(C)O 2-fluoro-5-(2-hydroxypropan-2-yl)benzene